C1(=CC=CC=C1)C1N(CC1)CC1=NC=2N(C(=C1)N1CCOCC1)N=C(C2)C2=CC=NC=C2 4-(5-((2-phenylazetidin-1-yl)methyl)-2-(pyridin-4-yl)pyrazolo[1,5-a]pyrimidin-7-yl)morpholine